ClC1=C(C=CC(=C1)C)C=1CCCC2=C(C1C1=CC=C(C=C1)CC1CN(C1)CCCF)C=C(C=C2F)F 8-(2-Chloro-4-methylphenyl)-2,4-difluoro-9-(4-((1-(3-fluoropropyl)azetidin-3-yl)methyl)phenyl)-6,7-dihydro-5H-benzo[7]annulen